2-chloro-5-(5-((cyclohexyl(cyclopropylmethyl)amino)methyl)-1H-tetrazol-1-yl)benzonitrile ClC1=C(C#N)C=C(C=C1)N1N=NN=C1CN(CC1CC1)C1CCCCC1